C(C)(=O)N[C@H]1[C@@H](C=CC[C@@H]1N)OC(CC)CC (3R,4R,5S)-4-Acetamido-5-amino-3-(1-ethylpropoxy)cyclohex-1-en